4-[7-(2,8-dimethylimidazo[1,2-b]pyridazin-6-yl)-5-keto-[1,3,4]thiadiazolo[3,2-a]pyrimidin-2-yl]piperazine-1-carboxylic acid tert-butyl ester C(C)(C)(C)OC(=O)N1CCN(CC1)C1=NN2C(=NC(=CC2=O)C=2C=C(C=3N(N2)C=C(N3)C)C)S1